ethyl 2-(3-(3-(5-methyl-1,2,4-oxadiazol-3-yl)benzamido)propan-amido)thiazole-5-carboxylate CC1=NC(=NO1)C=1C=C(C(=O)NCCC(=O)NC=2SC(=CN2)C(=O)OCC)C=CC1